benzoic acid tertiary butyl ester C(C)(C)(C)OC(C1=CC=CC=C1)=O